C(C)(C)N(CCO)C(C)C 2-(Diisopropylamino)ethanol